(3aS,6aR,7S,8S,10aR)-8-((dimethylamino)methyl)-7-(4-ethynylphenyl)-N-(4-methoxyphenyl)-2,2-dimethylhexahydro-3aH-azetidino[1,2-a][1,3]dioxolo[4,5-f][1,4]diazocine-5(4H)-carboxamide CN(C)C[C@@H]1[C@@H]([C@H]2N1C[C@@H]1[C@H](CN(C2)C(=O)NC2=CC=C(C=C2)OC)OC(O1)(C)C)C1=CC=C(C=C1)C#C